4-amino-N-(2,2-difluoropropyl)-8-(4-methoxy-3-pyridinyl)-2-oxo-1H-quinoline-3-carboxamide NC1=C(C(NC2=C(C=CC=C12)C=1C=NC=CC1OC)=O)C(=O)NCC(C)(F)F